1-(m-methylphenyl)azetidine CC=1C=C(C=CC1)N1CCC1